CN1CC(C1)N1N=C(C(=C1)NC(=O)C=1OC(=CC1)C=1C=NNC1)C1=NC=CC=C1 N-{1-(1-Methylazetidin-3-yl)-3-(pyridine-2-yl)-1H-pyrazol-4-yl}-5-(1H-pyrazol-4-yl)furan-2-carboxamide